C1N(CCC2=CC=CC=C12)CC(CNC(=O)C1=NC=NC=C1)O N-(3-(3,4-dihydroisoquinolin-2(1H)-yl)-2-hydroxypropyl)pyrimidine-4-carboxamide